[Br-].[Br-].C=CCCCC hexene dibromide